N1=C(N=CC=C1)C1=C(C(=O)[O-])C=CC=C1 pyrimidylbenzoate